BrC1=CC=C(C=C1)\C=C\C1=CC=C(C=C1)Br trans-4,4'-dibromostilbene